ClC1=C(C=CC2=C1C(=NCC(N2C)=O)C2=C(C(=CC=C2F)OC)F)Cl 6,7-dichloro-5-(2,6-difluoro-3-methoxy-phenyl)-1-methyl-3H-1,4-benzodiazepin-2-one